4-amino-5-methyl-2-(trifluoromethyl)benzamide NC1=CC(=C(C(=O)N)C=C1C)C(F)(F)F